FC1=CC(=NC(=C1)N1CCNC2(CC2)C1)C1=NC2=CC(=NC=C2C=C1)CNC(C1=CC(=C(C=C1)C)C(C)(C)O)=O N-((2-(4-fluoro-6-(4,7-diazaspiro[2.5]octan-7-yl)pyridin-2-yl)-1,6-naphthyridin-7-yl)methyl)-3-(2-hydroxypropan-2-yl)-4-methylbenzamide